(S)-N-(1-(benzylamino)-5-(2-fluoroacetimidamido)-1-oxopentan-2-yl)-3,5-dimethoxy-2-naphthamide C(C1=CC=CC=C1)NC([C@H](CCCNC(CF)=N)NC(=O)C1=CC2=CC=CC(=C2C=C1OC)OC)=O